7-(8-cyclopropylnaphthalen-1-yl)-8-fluoro-2-((hexahydro-1H-pyrrolizin-7a-yl)methoxy)-4-(2,2,2-trifluoroethoxy)pyrido[4,3-d]pyrimidine C1(CC1)C=1C=CC=C2C=CC=C(C12)C1=C(C=2N=C(N=C(C2C=N1)OCC(F)(F)F)OCC12CCCN2CCC1)F